C1(CC1)C1=NC(=CC(=C1)O)C1CC1 2,6-dicyclopropylpyridin-4-ol